C(C=C)(=O)N1CCN(CC1)C1=NC=NC2=CC=C(C=C12)C=1C=C(C(=NC1)OC)N(S(=O)(=O)C1=C(C=CC=C1F)F)C N-(5-(4-(4-acryloylpiperazin-1-yl)quinazolin-6-yl)-2-methoxypyridin-3-yl)-2,6-difluoro-N-methylbenzenesulfonamide